3-oxo-1-(2-thienyl)-2-(2-thienylmethyl)-4,7-dioxa-2-azanonan-9-yl bis(2-thienylmethyl)carbamate S1C(=CC=C1)CN(C(OCCOCCOC(N(CC=1SC=CC1)CC=1SC=CC1)=O)=O)CC=1SC=CC1